CCCCC/C=C\C/C=C\C/C=C\C/C=C\CCCC(=O)O all-cis-5,8,11,14-eicosatetraenoic acid